2-(1,1'-biphenyl-4-yl)oxyacetonitrile C1(=CC=C(C=C1)OCC#N)C1=CC=CC=C1